C1(=CC=CC=C1)C=1C(=CNC1)S(=O)(=O)O 4-phenyl-1H-pyrrole-3-sulfonic acid